(R)-2-hydroxy-1-(4-(4-methylthiazol-5-yl)phenyl)ethylpyrrolidine-2-carboxamide OCC(C1=CC=C(C=C1)C1=C(N=CS1)C)N1[C@H](CCC1)C(=O)N